BrC1=CC(=CC=2N(C(=NC21)CN2CCC(CC2)C2=NC(=CC=C2)OCC2=C(C=C(C=C2)C#N)F)C[C@H]2OCC2)C(=O)OC Methyl (S)-4-bromo-2-((4-(6-((4-cyano-2-fluorobenzyl)oxy)pyridin-2-yl)piperidin-1-yl)methyl)-1-(oxetan-2-ylmethyl)-1H-benzo[d]imidazole-6-carboxylate